OCCOC=C(C(=O)[O-])C 2-hydroxyethoxy-methacrylate